C(C)(C)(C)C1=NC=C(C=N1)C=1N=C2SC[C@H](CN2C(C1C#N)=O)CO (3R)-8-(2-tert-butylpyrimidin-5-yl)-3-(hydroxymethyl)-6-oxo-2H,3H,4H,6H-pyrimido[2,1-b][1,3]thiazine-7-carbonitrile